4-morpholinyl-1,2,5-thiadiazole-3-thiol N1(CCOCC1)C=1C(=NSN1)S